3-Amino-7-bromobenzothiophene-2-carboxylic acid NC1=C(SC2=C1C=CC=C2Br)C(=O)O